4-amino-1,2,4-triazole hydrofluoride F.NN1C=NN=C1